FC1=C(OC(C)C2=C(C=3N(C=C2)C(=NN3)CC)C(F)(F)F)C=CC(=C1)F 7-[1-(2,4-difluorophenoxy)ethyl]-3-ethyl-8-(trifluoromethyl)[1,2,4]triazolo[4,3-a]pyridine